BrC=1N=C2N(N1)[C@@H](C[C@H]2O)C=2C=NC=C(C2)F trans-2-bromo-5-(5-fluoro-3-pyridyl)-6,7-dihydro-5H-pyrrolo[1,2-b][1,2,4]triazol-7-ol